5-allyl-4-((t-butyldimethylsilyl)oxy)-6-methoxy-2-phenethylisoindolin-1-one C(C=C)C=1C(=C2CN(C(C2=CC1OC)=O)CCC1=CC=CC=C1)O[Si](C)(C)C(C)(C)C